FC1=C(C=C(C(=C1O)F)F)C1=NC(=NO1)C(=O)N1CCN(CC1)C1=CC=C(C#N)C=C1 4-(4-(5-(2,4,5-Trifluoro-3-hydroxyphenyl)-1,2,4-oxadiazole-3-carbonyl)piperazin-1-yl)benzonitrile